4-[2-(tert-Butoxycarbonylamino)ethoxy]piperidine-1-carboxylic acid benzyl ester C(C1=CC=CC=C1)OC(=O)N1CCC(CC1)OCCNC(=O)OC(C)(C)C